FC=1C(=C(C=CC1F)C=1CCCC2=C(C1C1=CC=C(C=C1)CC1CN(C1)CCCF)C=CC=C2)C 8-(3,4-Difluoro-2-methylphenyl)-9-(4-((1-(3-fluoropropyl)azetidin-3-yl)methyl)phenyl)-6,7-dihydro-5H-benzo[7]annulen